C(C1=CC=CC=C1)C1(CCN(CC1)S(=O)(=O)C=1C=NN(C1)CCC)C=1C=C2C=NN(C2=CC1C)C1=CC=C(C=C1)F 5-(4-benzyl-1-((1-propyl-1H-pyrazol-4-yl)sulfonyl)piperidin-4-yl)-1-(4-fluorophenyl)-6-methyl-1H-indazole